BrC1=C(C(=NC=C1F)N)[N+](=O)[O-] 4-bromo-5-fluoro-3-nitropyridin-2-amine